5-Cyano-4-methylpyridin-3-yl (R)-2-methyl-4-(2-methyl-3-(trifluoromethyl)benzyl)piperazine-1-carboxylate C[C@H]1N(CCN(C1)CC1=C(C(=CC=C1)C(F)(F)F)C)C(=O)OC=1C=NC=C(C1C)C#N